C1(CCCCC1)[C@@H]1[C@@H](C=2C=CC(=CC2CC1)O)C1=C(C=C(C=C1)N1CCC(CC1)C(OC)OC)OC (5S,6R)-6-cyclohexyl-5-(4-(4-(dimethoxymethyl)piperidin-1-yl)-2-methoxyphenyl)-5,6,7,8-tetrahydronaphthalen-2-ol